4-methyl-2-(4-nitrophenyl)-5-oxopiperazine-1-carboxylic acid tert-butyl ester C(C)(C)(C)OC(=O)N1C(CN(C(C1)=O)C)C1=CC=C(C=C1)[N+](=O)[O-]